6-chloro-N-(4-(hydroxymethyl)tetrahydro-2H-pyran-4-yl)-2-methyl-5-((4-methylthiazol-5-yl)-methoxy)benzofuran-3-carboxamide ClC1=CC2=C(C(=C(O2)C)C(=O)NC2(CCOCC2)CO)C=C1OCC1=C(N=CS1)C